C(C)S(=O)(=O)CCC ethylsulfonylpropane